C(C)(C)(C)OC(=O)N1N=C(C2=CC=C(C=C12)[C@@H]1C[C@@]12C(N(C1=CC=C(C=C21)Cl)C(=O)OC(C)(C)C)=O)I tert-butyl (1R,2S)-2-(1-tert-butoxycarbonyl-3-iodo-indazol-6-yl)-5'-chloro-2'-oxo-spiro[cyclopropane-1,3'-indoline]-1'-carboxylate